C(C)(C)(C)OC(=O)N1CCC(CC1)CNC1=C(N=NC(=C1)Cl)C(NC1=CC=NC=C1)=O tert-butyl-4-((6-chloro-3-(pyridin-4-ylcarbamoyl)pyridazin-4-ylamino)methyl)piperidine-1-carboxylate